O=C1NC(CCC1N1CC2=CC=C(C=C2C1)N1CC2(C1)CCNCC2)=O 2-(2,6-dioxopiperidin-3-yl)-5-(2,7-diazaspiro[3.5]nonan-2-yl)isoindoline